4,5-difluoro-2-(methylsulfonamido)benzoic Acid FC1=CC(=C(C(=O)O)C=C1F)NS(=O)(=O)C